6-(2-morpholino-2-oxoethoxy)-[1,1'-biphenyl] O1CCN(CC1)C(COC1=CC=CC=C1C1=CC=CC=C1)=O